C(=O)C1=C(CC(C(=O)O)CCCC)C=CC=C1 2-(2-formylbenzyl)hexanoic acid